FC1(CCN(CC1)C1=NC(=CC(=N1)C=1N=NN(C1)C1=C(C=C(C=C1)NS(=O)(=O)CCO)N1CCCCC1)C)F N-(4-(4-(2-(4,4-difluoropiperidin-1-yl)-6-methylpyrimidin-4-yl)-1H-1,2,3-triazol-1-yl)-3-(piperidin-1-yl)phenyl)-2-hydroxyethane-1-sulfonamide